OC=1C=C(C=CC1O)C1C(=O)OC(C1)C (3,4-dihydroxyphenyl)-γ-valerolactone